1-((2R,4aS,4bR,6aS,7S,7aS,8aR,8bR,8cR,10aR)-2-Hydroxy-2,6a-dimethyloctadecahydrocyclopropa[4,5]cyclopenta[1,2-a]phenanthren-7-yl)-2-(4-nitro-1H-pyrazol-1-yl)ethan-1-one O[C@@]1(CC[C@@H]2[C@H]3CC[C@]4([C@H]([C@@H]3CC[C@@H]2C1)[C@H]1[C@@H]([C@@H]4C(CN4N=CC(=C4)[N+](=O)[O-])=O)C1)C)C